ClC=1C=C(C(=O)NC=2C=C3C(=NC(=NC3=CC2)C2=CC3=CC=CC=C3C=C2)NC=2C=C3CCCC3=CC2)C=CC1Cl 3,4-Dichloro-N-(4-((2,3-dihydro-1H-indene-5-yl)amino)-2-(naphthalen-2-yl)quinazolin-6-yl)benzamide